C(C)(C)(C)OC(=O)N1C[C@@H]2COC3=C(CN2CC1)N=C(C(=C3Cl)Br)I (6AR)-3-bromo-4-chloro-2-iodo-6a,7,9,10-tetrahydro-12H-pyrazino[2,1-c]pyrido[2,3-f][1,4]oxazepine-8(6H)-carboxylic acid tert-butyl ester